N1=CC=C(C=C1)COC1=CC=C(C=C1)CCN 2-(4-(pyridin-4-ylmethoxy)phenyl)ethanamine